FC1=CC(=C(C=N1)C=1C=NC=2CCN(CC2C1)C=1C(=C(C=2N(N1)C(C=C(N2)COC)=O)C)C)C 7-(3-(6-fluoro-4-methylpyridin-3-yl)-7,8-dihydro-1,6-naphthyridin-6(5H)-yl)-2-(methoxymethyl)-8,9-dimethyl-4H-pyrimido[1,2-b]pyridazin-4-one